C1(CC=CC2=CC=CC=C12)=O.[N] nitrogen naphthalenone